3-(pentafluorosulfanyl)phenylboronic acid FS(C=1C=C(C=CC1)B(O)O)(F)(F)(F)F